CC1NCC(CC1C(=O)N)C 2,5-dimethylpiperidine-3-carboxamide